(3S)-1-[2-[3-(Trifluoromethyl)phenyl]sulfonyl-2,6-diazaspiro[3.3]heptane-6-carbonyl]pyrrolidine-3-carboxamide FC(C=1C=C(C=CC1)S(=O)(=O)N1CC2(C1)CN(C2)C(=O)N2C[C@H](CC2)C(=O)N)(F)F